C(C)(C)C=1C=CC=C2C(=C(NC12)C(=O)O)C1=CC=C(C=C1)S(=O)(=O)N1CCCC1 7-isopropyl-3-(4-(pyrrolidin-1-ylsulfonyl)phenyl)-1H-indole-2-carboxylic acid